6-((2,6-dimethylpyrimidin-4-yl)amino)-N-ethoxy-4-((2-Methoxy-3-(pyrazin-2-yl)phenyl)amino)nicotinamide CC1=NC(=CC(=N1)NC1=NC=C(C(=O)NOCC)C(=C1)NC1=C(C(=CC=C1)C1=NC=CN=C1)OC)C